(S)-N-(5-(2-((1S,2S)-2-fluorocyclopropane-1-carboxamido)benzo[d]thiazol-6-yl)-2-methylphenyl)-3-phenylisooxazolidine-2-carboxamide F[C@@H]1[C@@H](C1)C(=O)NC=1SC2=C(N1)C=CC(=C2)C=2C=CC(=C(C2)NC(=O)N2OCC[C@H]2C2=CC=CC=C2)C